(S)-1-(6-((2-amino-3-chloropyridin-4-yl)thio)pyrido[2,3-b]pyrazin-2-yl)-4'H,6'H-spiro[piperidine-4,5'-pyrrolo[1,2-b]pyrazol]-4'-amine (trifluoroacetate) FC(C(=O)O)(F)F.NC1=NC=CC(=C1Cl)SC=1C=CC=2C(=NC=C(N2)N2CCC3([C@@H](C=4N(N=CC4)C3)N)CC2)N1